2-[1-(3,4-dichlorophenyl)-5-isopropyl-1H-pyrazol-3-yloxy]-N,N-diethylethylamine ClC=1C=C(C=CC1Cl)N1N=C(C=C1C(C)C)OCCN(CC)CC